CN(S(=O)(=O)C1=CC=C(C=C1)NC(=O)NC1=CC(=CC=C1)[C@H](C)SC1=NN=CN1C)C (S)-N,N-dimethyl-4-(3-(3-(1-((4-methyl-4H-1,2,4-triazol-3-yl)thio)ethyl)phenyl)ureido)benzenesulfonamide